(P)-4-(2-methylphenyl)-7-(4-methyl-1,3-thiazol-5-yl)-2-(2-(2-propenoyl)-2,6-diazaspiro[3.4]octan-6-yl)-5,6-dihydro-3-quinolinecarbonitrile CC1=C(C=CC=C1)C1=C(C(=NC=2C=C(CCC12)C1=C(N=CS1)C)N1CC2(CN(C2)C(C=C)=O)CC1)C#N